COC(=O)C1=CC=C(C=C1)C1=CC=C(C=C1)C(C(F)(F)F)=O 4'-(2,2,2-trifluoroacetyl)-[1,1'-biphenyl]-4-carboxylic acid methyl ester